1-[8-(2-Diethylamino-ethoxy)-6,6-dimethyl-11-oxo-6,11-dihydro-5H-benzo[b]carbazol-3-yl]-1-methyl-3-(3-trifluoromethyl-phenyl)-urea C(C)N(CCOC=1C=CC2=C(C(C=3NC4=CC(=CC=C4C3C2=O)N(C(=O)NC2=CC(=CC=C2)C(F)(F)F)C)(C)C)C1)CC